FN1CCNCCC1 fluoro-1,4-diazepan